N[C@@H](CCOC=1C=NC=C(C1C1=CC(=NN1)NC=1N=CC(=NC1)C#N)OC)C 5-[(5-{3-[(3R)-3-aminobutoxy]-5-methoxypyridin-4-yl}-1H-pyrazole-3-yl)amino]pyrazine-2-carbonitrile